(2R,3R,4R,5R)-2-((benzoyloxy)methyl)-5-(5-(1-(3-fluoro-3-phenylpropyl)-1H-1,2,3-triazol-4-yl)-2,4-dioxo-3,4-dihydropyrimidin-1(2H)-yl)tetrahydrofuran-3,4-diyl dibenzoate C(C1=CC=CC=C1)(=O)O[C@@H]1[C@H](O[C@H]([C@@H]1OC(C1=CC=CC=C1)=O)N1C(NC(C(=C1)C=1N=NN(C1)CCC(C1=CC=CC=C1)F)=O)=O)COC(C1=CC=CC=C1)=O